ClC1=CC(=C(C=C1)NC1=CC=C2CCNCC2=C1)F 7-((4-chloro-2-fluorophenyl)amino)-1,2,3,4-tetrahydroisoquinoline